Cl.N[C@H](C(=O)O[C@H](C(=O)N(C)C)C(C)C)CC1=CC(=CC=C1)S(=O)(=O)N1CC(C1)(OC1=C(C(=C(C(=C1[2H])[2H])[2H])[2H])[2H])C1=CC=CC=C1 (2S)-1-(Dimethylamino)-3-methyl-1-oxobutan-2-yl (2S)-2-amino-3-(3-{3-phenyl-3-[(2H5)phenyloxy]azetidin-1-sulfonyl}phenyl)propanoate monohydrochloride